6-methyl-N-(thiazol-4-yl)pyridine-2-sulfonamide CC1=CC=CC(=N1)S(=O)(=O)NC=1N=CSC1